C(C)(C)(C)C(C(=O)OCCN(C)CCN(C)C)CC(C(=O)N)N1C(C2=CC=CC(=C2C1)B1OC(C(O1)(C)C)(C)C)=O 2-[2-(dimethylamino)ethyl-methyl-amino]ethanol tert-Butyl-5-amino-5-oxo-4-(1-oxo-4-(4,4,5,5-tetramethyl-1,3,2-dioxaborolan-2-yl)isoindolin-2-yl)pentanoate